(Tert-butyl 4-(prop-2-yn-1-yloxy) phenyl) carbamate C(N)(OC1=C(C=C(C=C1)OCC#C)C(C)(C)C)=O